N(=C=S)C1=NC=C(C=C1N(C(OC(C)(C)C)=O)C)C(F)(F)F tert-Butyl N-[2-isothiocyanato-5-(trifluoromethyl)-3-pyridyl]-N-methyl-carbamate